C1(CC1)CN1C=CC=2C(=CC(=CC12)C#CCNC1=C(C=C(C=C1)S(=O)(=O)C)OC)NC1CCN(CC1)C 1-(cyclopropylmethyl)-6-[3-(2-methoxy-4-methylsulfonyl-anilino)prop-1-ynyl]-N-(1-methyl-4-piperidyl)indol-4-amine